1-chloro-3,3,3-trifluoroprop-1-yne ClC#CC(F)(F)F